vanadium-titanium oxide [O-2].[Ti+4].[V+5]